3-[[4-[8-chloro-7-[(2-methyl-3H-benzimidazol-5-yl)oxy]quinoxalin-2-yl]pyrazol-1-yl]methyl]thiolane 1,1-dioxide ClC=1C(=CC=C2N=CC(=NC12)C=1C=NN(C1)CC1CS(CC1)(=O)=O)OC1=CC2=C(N=C(N2)C)C=C1